6-[4-[[2-(3-Ethoxyphenyl)phenyl]methyl]piperazin-1-yl]-N-propylpyridazine C(C)OC=1C=C(C=CC1)C1=C(C=CC=C1)CN1CCN(CC1)C1=CC=CNN1CCC